Methyl (5-(pyridin-2-ylthio)-1H-benzo[d]imidazol-2-yl)carbamate N1=C(C=CC=C1)SC1=CC2=C(NC(=N2)NC(OC)=O)C=C1